(±)-4-(3-(2-((2R)-2-hydroxy-7-azabicyclo[2.2.1]heptan-7-yl)acetyl)-2,5-dimethyl-4-(4-(methylsulfonyl)butyl)-1H-pyrrol-1-yl)benzonitrile O[C@H]1C2CCC(C1)N2CC(=O)C2=C(N(C(=C2CCCCS(=O)(=O)C)C)C2=CC=C(C#N)C=C2)C